6-[3-(pyridin-2-yl)-1,2-oxazole-5-carbonyl]-6-azaspiro[3.4]octan-2-amine N1=C(C=CC=C1)C1=NOC(=C1)C(=O)N1CC2(CC(C2)N)CC1